NC=1C(=NC(=CN1)C1=C(C=C(C=C1)NC(C(O)C1=CC(=CC(=C1)F)F)=O)Cl)C(=O)NC1COC1 3-amino-6-(2-chloro-4-(2-(3,5-difluorophenyl)-2-hydroxyacetamido)phenyl)-N-(oxetan-3-yl)pyrazine-2-carboxamide